N-(trans-4-butoxycyclohexyl)-1,5-dimethyl-4-oxo-4,5-dihydro-1H-pyrrolo[3,2-c]pyridine-3-carboxamide C(CCC)O[C@@H]1CC[C@H](CC1)NC(=O)C1=CN(C2=C1C(N(C=C2)C)=O)C